N-(2-((4-(cyclooctyloxy)-2-methylene-4-oxobutanoyl)oxy)acetyl)-N-methylglycine C1(CCCCCCC1)OC(CC(C(=O)OCC(=O)N(CC(=O)O)C)=C)=O